ethyl (7S)-7-[4-(2-nitrobenzene-1-sulfonyl)piperazin-1-yl]-2-{4-[3-(trifluoromethoxy)phenoxy]phenyl}-4,5,6,7-tetrahydro-2H-pyrazolo[4,3-b]pyridine-3-carboxylate [N+](=O)([O-])C1=C(C=CC=C1)S(=O)(=O)N1CCN(CC1)[C@@H]1C=2C(NCC1)=C(N(N2)C2=CC=C(C=C2)OC2=CC(=CC=C2)OC(F)(F)F)C(=O)OCC